C(=O)C1=C(C(=CC=C1)C=O)O 2,6-DIFORMYLPHENOL